3-(1H-indol-3-yl)-6,7-dimethoxy-quinoline N1C=C(C2=CC=CC=C12)C=1C=NC2=CC(=C(C=C2C1)OC)OC